FC=1C(=C(C=CC1F)[C@@H]1[C@@H](O[C@@]([C@@H]1C)(C(F)(F)F)C)C(=O)NC1=CC(=NC=C1)C(=O)N)OC 4-[[(2R,3R,4R,5S)-3-(3,4-difluoro-2-methoxy-phenyl)-4,5-dimethyl-5-(trifluoromethyl)tetrahydrofuran-2-carbonyl]amino]pyridine-2-carboxamide